C(C)(C)(C)OC(CCCCCCC(=O)NC1=CC=C(C=C1)NC)=O.C[Si](OC(=C)C)(C)C trimethyl-(1-methylvinyloxy)silane tert-butyl-8-((4-(methylamino)phenyl)amino)-8-oxooctanoate